ClC=1C=C2C=C(NC2=CC1OCC=1SC(=CN1)Cl)CNC(=O)C1(CC1)C N-((5-chloro-6-((5-chlorothiazol-2-yl)methoxy)-1H-indol-2-yl)methyl)-1-methylcyclopropane-1-carboxamide